ClC1=CC=C(C=C1)N(C(=O)OCC1CCC(CC1)COCC(=O)O)C1=CC=CC=C1 2-(((1s,4s)-4-(((4-chlorophenyl)(phenyl)carbamoyloxy)methyl)cyclohexyl)methoxy)acetic acid